N1C=CC=2C1=NC=C(C2)OC2=C(C(=O)NS(=O)(=O)C1=CC(=CC=C1)[N+](=O)[O-])C=CC(=C2)N2CCN(CC2)C2CCCC1=CC=CC(=C21)C=2SC=CC2 2-((1H-pyrrolo[2,3-b]pyridin-5-yl)oxy)-N-((3-nitrophenyl)sulfonyl)-4-(4-(8-(thiophen-2-yl)-1,2,3,4-tetrahydronaphthalen-1-yl)piperazin-1-yl)benzamide